tert-butyl (4R)-4-[(4-{1-[(benzyloxy)carbonyl]-2,3-dihydroindol-4-yl}piperazin-1-yl)methyl]-3,3-difluoro-[1,4'-bipiperidine]-1'-carboxylate C(C1=CC=CC=C1)OC(=O)N1CCC2=C(C=CC=C12)N1CCN(CC1)C[C@@H]1C(CN(CC1)C1CCN(CC1)C(=O)OC(C)(C)C)(F)F